3-(4-methoxyphenoxy)-1-(thiophen-2-yl)-N-methylpropylamine COC1=CC=C(OCCC(C=2SC=CC2)NC)C=C1